6-Amino-2-(4-amino-4-methyl-piperidin-1-yl)-5-(7-chloro-1H-indazol-6-yl)-pyrimidine-4-carboxylic acid amide NC1=C(C(=NC(=N1)N1CCC(CC1)(C)N)C(=O)N)C1=CC=C2C=NNC2=C1Cl